C(C)(=O)OCC=1N=C2N(C=C(C=C2)C(=O)OC)C1C=O methyl 2-(acetoxymethyl)-3-formyl-imidazo[1,2-a]pyridine-6-carboxylate